3,4,4'-trihydroxybiphenyl OC=1C=C(C=CC1O)C1=CC=C(C=C1)O